O[C@@H]1C(CN(CC1)C(=O)N1[C@@H](COCC1)C1=CC=CC=C1)(C)C (S)-4-Hydroxy-3,3-dimethyl-1-((R)-3-phenylmorpholine-4-carbonyl)piperidin